C(C)OC1=CC=C(C=C1)C1=CC=CC(=N1)C(=O)N(N)CC1=C(C=CC=C1)F 6-(4-ethoxyphenyl)-N-(2-fluorobenzyl)picolinohydrazide